CC(CCN1C(N(C2=C1C=C(C=C2)[N+](=O)[O-])C)=O)(C)NC(C)=O N-[1,1-dimethyl-3-(3-methyl-6-nitro-2-oxo-benzimidazol-1-yl)propyl]acetamide